COC(C=C(CCCCCCCC(CCC)O)O)=O 3,11-dihydroxytetradecenoic acid methyl ester